C(C)(=O)C1=NC=NN1C=1SC(C(N(N1)C)=O)(C)C 2-(5-acetyl-1H-1,2,4-triazol-1-yl)-4,6,6-trimethyl-4H-1,3,4-thiadiazin-5(6H)-one